1,2-Dimethylpropyl chlorid CC(C(C)C)Cl